BrC1=CC=C(C=2N=NN(C(C21)=O)CC2=C(C=CC=C2)C(F)(F)F)F 5-bromo-8-fluoro-3-(2-(trifluoromethyl)benzyl)benzo[d][1,2,3]triazin-4(3H)-one